C(CCC)S(=O)(=O)C=1C=C2C(=CNC2=CC1)CCNC(C)=O N-(2-(5-(butylsulfonyl)-1H-indol-3-yl)ethyl)acetamide